tert-butyl ((5S,8S,10aR)-8-((4-fluorobenzyl)carbamoyl)-3-(isopropylcarbamoyl)-6-oxodecahydropyrrolo[1,2-a][1,5]diazocin-5-yl)carbamate FC1=CC=C(CNC(=O)[C@@H]2CC[C@H]3N2C([C@H](CN(CC3)C(NC(C)C)=O)NC(OC(C)(C)C)=O)=O)C=C1